ClC1=C(C(=O)N2CCN(CC2)C(=O)OC(C)(C)C)C=CC(=C1)NC(=O)C=1N(C(=CN1)C=1C(=NN(C1)C1=NC=C(C=C1)OC)C(F)(F)F)C tert-Butyl 4-[2-chloro-4-[[5-[1-(5-methoxy-2-pyridyl)-3-(trifluoromethyl)pyrazol-4-yl]-1-methyl-imidazole-2-carbonyl]amino]benzoyl]piperazine-1-carboxylate